6-(2-fluorobenzyl)-2-methyl-5-oxo-N-(pyridin-2-ylmethyl)-5,6-dihydro-1,6-naphthyridine-3-carboxamide FC1=C(CN2C(C=3C=C(C(=NC3C=C2)C)C(=O)NCC2=NC=CC=C2)=O)C=CC=C1